C(C)(CC)C1C(NC2=C(CN1C(=O)NCCO)C=CC=C2)=O 3-(sec-butyl)-N-(2-hydroxyethyl)-2-oxo-1,2,3,5-tetrahydro-4H-benzo[1,4]diazepine-4-carboxamide